BrC=1C=C(C=C2CCCN(C12)[C@H]1C[C@@](N(C1)C(=O)OC(C)(C)C)(C(=O)OC)C)Cl (2R,4S)-1-tert-butyl 2-methyl 4-(8-bromo-6-chloro-3,4-dihydroquinolin-1(2H)-yl)-2-methylpyrrolidine-1,2-dicarboxylate